S(=O)(=O)(O)C1=CC=C(C)C=C1.N1C=NC=C2C1=NC=C2 Pyrrolo[2,3-d]pyrimidine tosylate salt